N1N=CC(=C1)C1=CC=C(C=C1)NC1=NC(=NC=C1)C1=CC=C2C=CNC2=C1 6-(4-((4-(1H-pyrazol-4-yl)phenyl)amino)pyrimidin-2-yl)-1H-indole